2-[6-amino-5-[8-[2-[3-[(1,1-dioxothiolan-3-yl)-methyl-amino]prop-1-ynyl]-4-pyridyl]-3,8-diazabicyclo[3.2.1]octan-3-yl]pyridazin-3-yl]phenol NC1=C(C=C(N=N1)C1=C(C=CC=C1)O)N1CC2CCC(C1)N2C2=CC(=NC=C2)C#CCN(C)C2CS(CC2)(=O)=O